3-(6-bromo-4-fluoro-2-methyl-1H-benzoimidazol-1-yl)azetidine-1-carboxylic acid tert-butyl ester C(C)(C)(C)OC(=O)N1CC(C1)N1C(=NC2=C1C=C(C=C2F)Br)C